tert-butyl 2-((1-(2-(2,6-dioxopiperidin-3-yl)-1-oxoisoindolin-5-yl)piperidin-4-yl)methyl)-2,7-diazaspiro[3.5]nonane-7-carboxylate O=C1NC(CCC1N1C(C2=CC=C(C=C2C1)N1CCC(CC1)CN1CC2(C1)CCN(CC2)C(=O)OC(C)(C)C)=O)=O